OC1(C=CC(=CCC(CCC1)C)C(C)C)C 1-hydroxy-1,7-dimethyl-4-isopropyl-cyclodecadiene